N-(2-(3,3-difluoropyrrolidin-1-yl)-4-iodo-pyridin-3-yl)-4-(2-(trifluoromethyl)oxetan-2-yl)benzamide FC1(CN(CC1)C1=NC=CC(=C1NC(C1=CC=C(C=C1)C1(OCC1)C(F)(F)F)=O)I)F